NC=1C(=C2CCC(C2=CC1)=O)F 5-amino-4-fluoro-2,3-dihydro-1H-inden-1-one